6-hydroxy-6-(trifluoromethyl)-22-oxa-3,4,16,21-tetraazatetracyclo[15.3.1.12,5.012,16]docosa-1(21),2,4,17,19-penta-ene-18-carboxylic acid methyl ester COC(=O)C1=C2N3CCCC3CCCCCC(C3=NN=C(C(C=C1)=N2)O3)(C(F)(F)F)O